{hexyl-[3-hydroxy-2-(hydroxymethyl)propyl]amino}methanethioic acid-S-[3-(diethylamino) propyl] ester C(C)N(CCCSC(=O)N(CC(CO)CO)CCCCCC)CC